C(C)(C)(C)OC(=O)N1[C@H](C[C@@H](C1)N1N=C(C=2C(=NC=CC21)N)C#CC2=CC1=C(N(C(=N1)C)C)C=C2)COC (2R,4S)-4-(4-amino-3-((1,2-dimethyl-1H-benzo[d]imidazol-5-yl)ethynyl)-1H-pyrazolo[4,3-c]pyridin-1-yl)-2-(methoxymethyl)pyrrolidine-1-carboxylic acid tert-butyl ester